FC=1C=C(C=CC1)C1=CC(=CN1S(=O)(=O)C1=CC=C(C=C1)F)CNC([2H])([2H])[2H] N-((5-(3-fluorophenyl)-1-((4-fluorophenyl)sulfonyl)-1H-pyrrol-3-yl)methyl)methan-d3-amine